BrC(CCCC=C)Br 6,6-dibromo-1-hexene